4-(2-Methoxy-4-(3-(1-methyl-1H-indazol-6-yl)-1,4-dihydrothieno[2',3':4,5]cyclopenta[1,2-c]pyrazol-6-yl)benzyl)morpholine COC1=C(CN2CCOCC2)C=CC(=C1)C1=CC2=C(CC3=C2NN=C3C3=CC=C2C=NN(C2=C3)C)S1